3-bromo-2-(bromobenzyl)benzonitrile-d6 BrC1(C(C(C#N)(C=C(C1([2H])[2H])[2H])[2H])(C(C1=CC=CC=C1)Br)[2H])[2H]